N=1N(N=CC1)C1=CC=C(C=N1)N1C(N(C2=C1C=CC=C2)CC2CCC(CC2)NC(C2=C(N=CC(=C2)Cl)C)=O)=O N-((1r,4r)-4-((3-(6-(2H-1,2,3-triazol-2-yl)pyridin-3-yl)-2-oxo-2,3-dihydro-1H-benzo[d]imidazol-1-yl)methyl)cyclohexyl)-5-chloro-2-methylnicotinamide